FC(CC[C@H]1[C@@H](C1)C(=O)O)(F)F |r| rac-trans-2-(3,3,3-trifluoropropyl)cyclopropanecarboxylic acid